6,6-Dimethyl-4a-phenyloctahydro-2H-benzo[b][1,4]oxazine CC1(CC2(C(OCCN2)CC1)C1=CC=CC=C1)C